N-(6-(5-chloro-7-(1-(2,2-difluoroacetamido)ethyl)-6-fluoro-1H-indazol-4-yl)imidazo[1,2-a]pyrazin-2-yl)-2-fluorocyclopropane-1-carboxamide ClC=1C(=C2C=NNC2=C(C1F)C(C)NC(C(F)F)=O)C=1N=CC=2N(C1)C=C(N2)NC(=O)C2C(C2)F